NC1CN(C1)C1=CC=C2C(=NN(C2=C1)C)C1C(NC(CC1)=O)=O 3-[6-(3-aminoazetidin-1-yl)-1-methyl-indazol-3-yl]piperidine-2,6-dione